lithium 2-(hexan-2-yl)-2-methylpropanedioate CC(CCCC)C(C(=O)[O-])(C(=O)[O-])C.[Li+].[Li+]